FC1=C(C=CC(=C1C)C(NC1=NC=CC(=N1)C)=O)C1=NN2C(NC3=C(CC2)C=CC=C3)=C1C(=O)N 2-(2-fluoro-3-methyl-4-((4-methylpyrimidin-2-yl)carbamoyl)phenyl)-9,10-dihydro-4H-benzo[d]pyrazolo[1,5-a][1,3]diazepine-3-carboxamide